allyl-6-(p-chlorophenylamino)-1-[6-(1-methyl-4-piperidylamino)-2-pyridyl]-1,2-dihydro-3H-1,2,5,7-tetraazainden-3-one C(C=C)N1N(C2=NC(=NC=C2C1=O)NC1=CC=C(C=C1)Cl)C1=NC(=CC=C1)NC1CCN(CC1)C